2-(((S)-4-(Cyclopropylethynyl)-6-fluoro-2-oxo-4-(trifluoromethyl)-1,2,3,4-tetrahydroquinazolin-7-yl)methyl)-5-(2-((tetrahydro-2H-pyran-2-yl)oxy)ethoxy)isonicotinonitrile C1(CC1)C#C[C@@]1(NC(NC2=CC(=C(C=C12)F)CC=1C=C(C#N)C(=CN1)OCCOC1OCCCC1)=O)C(F)(F)F